N,N-dimethyl-tetrafluoroethylamine CN(C)C(C(F)(F)F)F